CN(CCCS)C 3-(dimethylamino)propanethiol